benzyl (R)-2-(benzyloxy)-4-(N-((5-cyclohexylpyrimidin-2-yl)methyl)-1-((perfluorophenyl)sulfonyl) azetidine-2-carboxamido)benzoate C(C1=CC=CC=C1)OC1=C(C(=O)OCC2=CC=CC=C2)C=CC(=C1)N(C(=O)[C@@H]1N(CC1)S(=O)(=O)C1=C(C(=C(C(=C1F)F)F)F)F)CC1=NC=C(C=N1)C1CCCCC1